ClC1=C(C(N(C(N1CC#CC1=CC=C(C=C1)NC(CCC1=CC=CC=C1)=O)=O)C)=O)NC(CCC1=CC=C(C=C1)C)=O N-(6-chloro-3-methyl-2,4-dioxo-1-(3-(4-(3-phenylpropanamido)phenyl)prop-2-yn-1-yl)-1,2,3,4-tetrahydropyrimidin-5-yl)-3-(p-tolyl)propanamide